2,3,9,10-tetrafluoroquinoxalino[2,3-b]phenazine-6,13-dione FC=1C(=CC2=NC3=C(C(C4=NC5=CC(=C(C=C5N=C4C3=O)F)F)=O)N=C2C1)F